C[C@H]1N(CCOC1)C1=CC(=C2C(=N1)C(=NN2C)C2=NNC=C2)C2=CC=NN2C (R)-3-methyl-4-(1-methyl-7-(1-methyl-1H-pyrazol-5-yl)-3-(1H-pyrazol-3-yl)-1H-pyrazolo[4,3-b]pyridin-5-yl)morpholine